N1C=CC2=CC(=CC=C12)N 1H-indole-5-amine